5-(3-(2-amino-[1,2,4]triazolo[1,5-a]pyridin-7-yl)-2,6-difluorophenoxy)-3,3-difluoro-2-(4-fluorophenyl)pentan-2-ol NC1=NN2C(C=C(C=C2)C=2C(=C(OCCC(C(C)(O)C3=CC=C(C=C3)F)(F)F)C(=CC2)F)F)=N1